CN(C)C1=CC=C(C=C1)P(C(C)(C)C)C(C)(C)C 4-(N,N-dimethylamino)phenylbis-tert-butylphosphine